(S)-1-(2-hydroxyethyl)-4-methyl-5-[2-(trifluoromethyl)phenyl]-1H-pyrrole-3-carboxylic acid OCCN1C=C(C(=C1C1=C(C=CC=C1)C(F)(F)F)C)C(=O)O